ClC1=C2C(NC=NC2=CC=C1SC=1N=CC(=NC1)N1CCC2(CC1)[C@@H](C1=CC=CC=C1C2)NS(=O)C(C)(C)C)=O N-((S)-1'-(5-((5-chloro-4-oxo-3,4-dihydroquinazolin-6-yl)thio)pyrazin-2-yl)-1,3-dihydrospiro[indene-2,4'-piperidin]-1-yl)-2-methylpropane-2-sulfinamide